C(C(C)(C)C)(=O)OC1=CC(=CC2=CC=CC(=C12)C#C[Si](C(C)C)(C(C)C)C(C)C)OCOC 3-(methoxymethoxy)-8-((triisopropylsilyl)ethynyl)naphthalen-1-yl pivalate